(5R)-N-[7-(3,6-dihydro-2H-pyran-4-yl)-4-methoxy-[1,3]thiazolo[4,5-c]pyridin-2-yl]-7-oxa-2-azaspiro[4.5]decane-2-carboxamide O1CCC(=CC1)C=1C2=C(C(=NC1)OC)N=C(S2)NC(=O)N2C[C@@]1(CC2)COCCC1